COC1=CC=CC2=C1OC=1CN(CCC12)CCCCOC1=CC=C2C=CC=NC2=C1 8-methoxy-2-(4-(quinolin-7-yloxy)butyl)-1,2,3,4-tetrahydrobenzofuro[2,3-c]pyridine